N-ethyl-1-cyclohexanamide C(C)NC(=O)C1CCCCC1